2-(prop-1-yn-1-yl)quinolin C(#CC)C1=NC2=CC=CC=C2C=C1